methylamino-propyl-N,N-dimethylpropan-1,3-diamin CNC(CCN)(N(C)C)CCC